C(C)(C)(C)OC(=O)N[C@@H](C(=O)O)C1=CC(=CC=C1)OC (R)-[(tert-butoxycarbonyl)amino](3-methoxyphenyl)acetic acid